OC(C(=O)N1CC2=C(CC1)N=C(S2)N2C1CN(CC2CC1)C(=O)OC(C)(C)C)C1(CCCC1)C tert-butyl 8-(5-(2-hydroxy-2-(1-methylcyclopentyl)acetyl)-4,5,6,7-tetrahydrothiazolo[5,4-c]pyridin-2-yl)-3,8-diazabicyclo[3.2.1]octane-3-carboxylate